BrC=1C=C2C(=CNC2=CC1)C1=NC(=NC=C1)N 4-(5-bromo-1H-indol-3-yl)pyrimidin-2-amine